NC1=CC(=C(C=C1)O)F 4-amino-2-fluoro-phenol